1-(4-trifluoromethoxyphenyl)piperazine hydrochloride Cl.FC(OC1=CC=C(C=C1)N1CCNCC1)(F)F